OCC#CC1=CC=C(C#N)C=C1 4-(3-hydroxyprop-1-yn-1-yl)benzonitrile